C(#N)C=1C=C(C=C(C1)F)[C@@H]1CC=NN1C(=O)N1CC(C1)OC1=CC(=NC=C1F)C1=C(C=NN1C)C#N (S)-5-(4-((1-(5-(3-cyano-5-fluorophenyl)-4,5-dihydro-1H-pyrazole-1-carbonyl)azetidin-3-yl)oxy)-5-fluoropyridin-2-yl)-1-methyl-1H-pyrazole-4-carbonitrile